methyl 2-{[4-(4-methylpiperazin-1-yl)phenyl]amino}-6-phenyl-6H-pyrimido[5,4-c][2,1]benzothiazine-8-carboxylate 5,5-dioxide CN1CCN(CC1)C1=CC=C(C=C1)NC=1N=CC=2S(N(C3=C(C2N1)C=CC(=C3)C(=O)OC)C3=CC=CC=C3)(=O)=O